6-chloro-N-[(1R)-1-[(7S)-14-fluoro-5,9-dioxa-2,11,18-triazatetracyclo[8.8.0.02,7.012,17]octadeca-1(18),10,12(17),13,15-pentaen-16-yl]ethyl]-2-oxazol-2-yl-pyridin-3-amine ClC1=CC=C(C(=N1)C=1OC=CN1)N[C@H](C)C1=CC(=CC=2N=C3OC[C@@H]4COCCN4C3=NC12)F